N-(5-(5-((1R,2S)-2-fluorocyclopropyl)-1,2,4-oxadiazol-3-yl)-2-methylphenyl)-7-(3-(pyrrolidin-1-yl)propoxy)imidazo[1,2-a]pyridine-3-carboxamide F[C@@H]1[C@H](C1)C1=NC(=NO1)C=1C=CC(=C(C1)NC(=O)C1=CN=C2N1C=CC(=C2)OCCCN2CCCC2)C